C(CC#C)C1=C(C(=NC(=N1)N)N)C1=CC(=CC=C1)Cl 6-(but-3-yn-1-yl)-5-(3-chlorophenyl)pyrimidine-2,4-diamine